13-methoxy-9,11,13,15,17-pentamethyl-7-oxa-3,17-diazaspiro[5.12]octadecane-8,10-dione COC1(CC(C(C(C(OC2(CCNCC2)CN(CC(C1)C)C)=O)C)=O)C)C